BrC=1C=CC(=NC1)C(=O)NC1C(C(C1(C)C)OC1=CC(=C(C=C1)C#N)Cl)(C)C 5-bromo-N-[3-(3-chloro-4-cyano-phenoxy)-2,2,4,4-tetramethyl-cyclobutyl]pyridine-2-carboxamide